(S)-diphenyl-(1-(m-tolyl)ethyl)phosphine oxide C1(=CC=CC=C1)P([C@@H](C)C=1C=C(C=CC1)C)(C1=CC=CC=C1)=O